4-glycidoxyphenyl ether C(C1CO1)OC1=CC=C(C=C1)OC1=CC=C(C=C1)OCC1CO1